2-(benzyloxy)-9-(1-bromoethyl)-7-methyl-4H-pyrido[1,2-a]pyrimidin-4-one C(C1=CC=CC=C1)OC=1N=C2N(C(C1)=O)C=C(C=C2C(C)Br)C